NC1CCC(CC1)CNC(C1=C(C(=C(C(=C1)F)OCC1=CC=C(C=C1)OC)F)F)=O N-{[(1r,4r)-4-aminocyclohexyl]methyl}-2,3,5-trifluoro-4-[(4-methoxyphenyl)methoxy]benzamide